tert-butyl ((4-oxo-7-(4,4,5-trimethyl-1,3,2-dioxaborolan-2-yl)-3,4-dihydrophthalazin-1-yl)methyl)carbamate O=C1NN=C(C2=CC(=CC=C12)B1OC(C(O1)(C)C)C)CNC(OC(C)(C)C)=O